C(C)(CCCCCC)C1=CC(=C(C=C1O)C)Cl 6-sec-octyl-3-methyl-p-chlorophenol